4-(6-chloroindolin-1-yl)-6-(3-methyl-1H-pyrazolo[3,4-b]pyridin-5-yl)quinazoline ClC1=CC=C2CCN(C2=C1)C1=NC=NC2=CC=C(C=C12)C=1C=C2C(=NC1)NN=C2C